C(#N)C1=CC=C(C=C1)NC(=O)NC1=CC=2C(CCCC2C=C1)=O 1-(4-cyanophenyl)-3-(8-oxo-5,6,7,8-tetrahydronaphthalen-2-yl)urea